[Ga].[In].[Cu].FC=1C=C(C(=O)NC2=CC=C(C=C2)N2CCCC2)C=C(C1O)C=O 3-fluoro-5-formyl-4-hydroxy-N-(4-(pyrrolidin-1-yl)phenyl)benzamide copper indium gallium